N-(2-(2,6-dioxopiperidin-3-yl)-1-oxoisoindolin-5-yl)spiro[cyclopentane-1,3'-indoline]-1'-carboxamide O=C1NC(CCC1N1C(C2=CC=C(C=C2C1)NC(=O)N1CC2(C3=CC=CC=C13)CCCC2)=O)=O